NC1=CC=C(C=N1)/C=C/C(=O)NCC=1OC2=C(C1)C=C(C=C2C2=CC=C(C=C2)F)C2=CC=C(C=C2)S(=O)(=O)C (E)-3-(6-aminopyridin-3-yl)-N-((7-(4-fluorophenyl)-5-(4-(methylsulfonyl)phenyl)benzofuran-2-yl)methyl)acrylamide